4-ethyl-3-(hydroxymethyl)-5-oxo-4,5-dihydro-1H-1,2,4-triazol C(C)N1C(=NNC1=O)CO